C(C=C)(=O)[O-] E-acrylate